1,3-dimethyl-guanidine diisocyanate [N-]=C=O.[N-]=C=O.CNC(=N)NC